CC1(C(N(C2=CC=CC(=C12)C1=CC=C(C(=N1)C(=O)NC1=CC=C(C=C1)F)C(F)(F)F)C1=NC=CC=N1)=O)C 6-(3,3-Dimethyl-2-oxo-1-(pyrimidin-2-yl)indolin-4-yl)-N-(4-fluorophenyl)-3-(trifluoromethyl)pyridine-2-carboxamide